FC(S(=O)(=O)OCC1(O[C@H](C[C@@H]1O[Si](C)(C)C(C)(C)C)N1C(NC(C(=C1)F)=O)=O)COS(=O)(=O)C(F)(F)F)(F)F [(3S,5R)-3-[(tert-butyldimethylsilyl)oxy]-5-(5-fluoro-2,4-dioxo-3H-pyrimidin-1-yl)-2-[(trifluoromethanesulfonyloxy)methyl]oxolan-2-yl]methyl trifluoromethanesulfonate